tert-butyl 4-((2-(4-(2-((4-(5-((λ2-azaneylidene)-λ3-methyl)pyridin-2-yl)phenyl)methoxy)ethyl)phenyl)-7-phenylimidazo[1,2-a]pyridin-3-yl)amino)benzoate [N]=[C]C=1C=CC(=NC1)C1=CC=C(C=C1)COCCC1=CC=C(C=C1)C=1N=C2N(C=CC(=C2)C2=CC=CC=C2)C1NC1=CC=C(C(=O)OC(C)(C)C)C=C1